1,3-dimethoxynaphthalene-2-carbonyl-diphenylphosphine oxide COC1=C(C(=CC2=CC=CC=C12)OC)C(=O)P(C1=CC=CC=C1)(C1=CC=CC=C1)=O